CC(=O)NC1=CC=CC=C1OC o-methoxyacetanilide